C(C)(C)(C)OC(=O)N1[C@@H](COCC1)C=1C=C(C=C2CCN(CC12)C(=O)N1C(CC(C1)O)(C)C)C=1N=C2C(=NC1)NC=C2Cl (3R)-3-(6-(7-chloro-5H-pyrrolo[2,3-b]pyrazin-2-yl)-2-(4-hydroxy-2,2-dimethylpyrrolidine-1-carbonyl)-1,2,3,4-tetrahydroisoquinolin-8-yl)morpholine-4-carboxylic acid tert-butyl ester